6-chloro-N4,N8-dimethyl-N2-pyrimidin-2-ylmethylpyrimido[5,4-d]pyrimidine-2,4,8-triamine ClC=1N=C(C=2N=C(N=C(C2N1)NC)NCC1=NC=CC=N1)NC